perfluorophenyl cyclopropanecarboxylate C1(CC1)C(=O)OC1=C(C(=C(C(=C1F)F)F)F)F